N-(2-hydroxyethyl)-N-methyl-2-(methyl(2-oxo-4-(o-tolyl)-2H-chromen-7-yl)amino)acetamide OCCN(C(CN(C1=CC=C2C(=CC(OC2=C1)=O)C1=C(C=CC=C1)C)C)=O)C